2-pentyl-4,7-dihydroxychroman C(CCCC)C1OC2=CC(=CC=C2C(C1)O)O